methyl 2-(4-fluoro-3-tetrahydropyran-2-yloxy-isoxazol-5-yl)-3-methyl-butanoate FC=1C(=NOC1C(C(=O)OC)C(C)C)OC1OCCCC1